(2S)-2-amino-4-[{(1R)-1-[1-benzyl-4-(2,5-difluorophenyl)-1H-pyrrol-2-yl]-2,2-dimethylpropyl}(glycoloyl)amino]-N-(2-{[N-(bromoacetyl)glycyl]amino}ethyl)butanamid N[C@H](C(=O)NCCNC(CNC(CBr)=O)=O)CCN(C(CO)=O)[C@H](C(C)(C)C)C=1N(C=C(C1)C1=C(C=CC(=C1)F)F)CC1=CC=CC=C1